1-(4-chloro-3-methyl-phenyl)piperazine ClC1=C(C=C(C=C1)N1CCNCC1)C